N12CC2(C1)C1(CSC1)O 3-(1-azabicyclo[1.1.0]butan-3-yl)thietane-3-ol